FC1=C(CNC(=O)C=2C(C(=C3N(C[C@@H]4N(C3=O)[C@H]3CC[C@@H]4C3)C2)O)=O)C=CC=C1C(F)(F)F (1R,4S,12aR)-N-(2-fluoro-3-(trifluoromethyl)benzyl)-7-hydroxy-6,8-dioxo-1,2,3,4,6,8,12,12a-octahydro-1,4-methanodipyrido[1,2-a:1',2'-d]pyrazine-9-carboxamide